6-(2-((1S,6R,7R)-7-(aminomethyl)-7-(2,5-difluorophenyl)-3-azabicyclo[4.1.0]heptan-3-yl)pyrido[2,3-b]pyrazin-6-yl)-3,4-dihydroquinolin-2(1H)-one NC[C@@]1([C@@H]2CCN(C[C@H]12)C=1N=C2C(=NC1)N=C(C=C2)C=2C=C1CCC(NC1=CC2)=O)C2=C(C=CC(=C2)F)F